ClC1=C2C=3C(=NC=NC3C=C1B1OC(C(O1)(C)C)(C)C)N(CCO2)CC2=CN=CN2C(C2=CC=CC=C2)(C2=CC=CC=C2)C2=CC=CC=C2 8-chloro-9-(4,4,5,5-tetramethyl-1,3,2-dioxaborolan-2-yl)-4-((1-trityl-1H-imidazol-5-yl)methyl)-5,6-dihydro-4H-[1,4]oxazepino[5,6,7-de]quinazoline